C(C)(C)(C)[C@@]12CN(C[C@H](CC1)N2)C=2C1=C(N=C(N2)Cl)C(=C(N=C1)Cl)F tert-butyl-(1R,5S)-3-(2,7-dichloro-8-fluoropyrido[4,3-d]pyrimidin-4-yl)-3,8-diazabicyclo[3.2.1]octane